5-chloro-2-fluorobenzeneboronic acid ClC=1C=CC(=C(C1)B(O)O)F